2-Hydroxypenta-2,4-dienoat OC(C(=O)[O-])=CC=C